Methyl 2-(4-bromo-2-methoxybenzoyl)-5-methylbenzoate BrC1=CC(=C(C(=O)C2=C(C(=O)OC)C=C(C=C2)C)C=C1)OC